FC(C(CC(C(=O)O)=C)(F)F)(C(F)(F)F)F.C(C=C)(=O)OCC(C(C(F)(F)F)(F)F)(F)F heptafluorobutyl acrylate (heptafluorobutylacrylate)